[Ir]=O.[La] Lanthanum iridium oxide